(S)-1-(5-((5-(3-(2,2-Difluoroethyl)-2-methyl-3H-imidazo[4,5-b]pyridin-5-yl)pyrrolo[2,1-f][1,2,4]triazin-2-yl)amino)-3,3-difluoropiperidin-1-yl)ethan-1-one FC(CN1C(=NC=2C1=NC(=CC2)C=2C=CN1N=C(N=CC12)N[C@H]1CC(CN(C1)C(C)=O)(F)F)C)F